C(C)C=1C=CC=C2C=C(C=C(C12)C1=C(C=2N=C(N=C(C2C=N1)N1CC2CCC(C1)N2C(=O)OC(C)(C)C)C#CC2(CC2)C=O)F)OCOC tert-butyl 3-{7-[8-ethyl-3-(methoxymethoxy)naphthalen-1-yl]-8-fluoro-2-[2-(1-formylcyclopropyl)ethynyl]pyrido[4,3-d]pyrimidin-4-yl}-3,8-diazabicyclo[3.2.1]octane-8-carboxylate